2-tetradecyl-3-cyclohexyl methyl succinate C(CCC(=O)OC)(=O)OC1C(CCCC1)CCCCCCCCCCCCCC